(1-(1-(2-(5-cyclopropyl-4,7-difluoro-3,3-dimethyl-2-oxoindolin-1-yl)acetamido)ethyl)cyclopropyl)acetic acid C1(CC1)C=1C(=C2C(C(N(C2=C(C1)F)CC(=O)NC(C)C1(CC1)CC(=O)O)=O)(C)C)F